5-[3-(Fluoromethyl)-1,2-oxazol-5-yl]-2-methylbenzene-1-sulfonyl chloride FCC1=NOC(=C1)C=1C=CC(=C(C1)S(=O)(=O)Cl)C